1,3-bis(mercaptomethylthio)benzene SCSC1=CC(=CC=C1)SCS